3-[2-[5-(8-chloro-4-oxo-chromen-2-yl)pyrazin-2-yl]oxyethoxy]cyclobutanecarboxylic acid ClC=1C=CC=C2C(C=C(OC12)C=1N=CC(=NC1)OCCOC1CC(C1)C(=O)O)=O